FC(CN1C(=NC=2C1=NC(=CN2)C2=CNC=1N=C(N=CC12)NC1CCC(CC1)(O)C)C)F (1s,4s)-4-((5-(1-(2,2-difluoroethyl)-2-methyl-1H-imidazo[4,5-b]pyrazin-6-yl)-7H-pyrrolo[2,3-d]pyrimidin-2-yl)amino)-1-methylcyclohexan-1-ol